IC1=CC=C(C(=O)NCC2=C(C=CC=C2)C(F)(F)F)C=C1 4-Iodo-[N-(2-(trifluoromethyl)benzyl)]benzamid